O=C1NC(CCC1N1C(C2=CC=CC(=C2C1=O)NC1=C(C=C2CCC(N(C2=C1)C)=O)C1=CC(=NC=C1F)OC)=O)=O 2-(2,6-dioxopiperidin-3-yl)-4-((6-(5-fluoro-2-methoxypyridin-4-yl)-1-methyl-2-oxo-1,2,3,4-tetrahydroquinolin-7-yl)amino)isoindoline-1,3-dione